(R)-(4,4',6,6'-tetramethoxybiphenyl-2,2'-diyl)bis(bis(3,5-dimethylphenyl)phosphine) COC1=CC(=C(C(=C1)OC)C1=C(C=C(C=C1OC)OC)P(C1=CC(=CC(=C1)C)C)C1=CC(=CC(=C1)C)C)P(C1=CC(=CC(=C1)C)C)C1=CC(=CC(=C1)C)C